C(C)(C)(C)OC(=O)N1CC2(CC1)CCN(CC2)C=2C1=C(N=C(N2)C2=CC=NC=C2)C=NC(=C1)C(F)(F)F 8-(2-(pyridin-4-yl)-6-(trifluoromethyl)pyrido[3,4-d]pyrimidin-4-yl)-2,8-diazaspiro[4.5]decane-2-carboxylic acid tert-butyl ester